FS(=O)(=O)OC=1C=C(C=CC1)C=1N=C2N(C=CC(=C2)C2=CC=CC=C2)C1NC1=CC=C(C(=O)O)C=C1 4-((2-(3-((Fluorosulfonyl)oxy)phenyl)-7-phenylimidazo[1,2-a]pyridin-3-yl)amino)benzoic acid